isoleucine esylate S(=O)(=O)(O)CC.N[C@@H]([C@@H](C)CC)C(=O)O